ClC=1C=C(C=CC1F)NC(=O)C1=C(N=CN1C)C1CC2CC(CC2C1)(O)C#C[C@H](C(F)F)O N-(3-chloro-4-fluorophenyl)-4-(5-((R)-4,4-difluoro-3-hydroxybut-1-yn-1-yl)-5-hydroxyoctahydropentalen-2-yl)-1-methyl-1H-imidazole-5-carboxamide